4-methyl-2'-cyanobiphenyl CC1=CC=C(C=C1)C1=C(C=CC=C1)C#N